1-amino-9,10-dihydro-4-[[(4-tolyl)sulfonyl]amino]-anthraquinone-2-sulfonic acid NC1=C(C=C(C=2C(C3=CC=CC=C3C(C12)=O)=O)NS(=O)(=O)C1=CC=C(C=C1)C)S(=O)(=O)O